bis-[(1-ethyl(3-oxetanyl)methyl)] ether C(C)C(C1COC1)OC(CC)C1COC1